tert-butyl 4-((4-(imidazo[1,2-a]pyridin-7-yloxy)-3-methylphenyl)amino)-5,8-dihydropyrido[4',3':4,5]thieno[2,3-d]pyrimidine-7(6H)-carboxylate N=1C=CN2C1C=C(C=C2)OC2=C(C=C(C=C2)NC=2C1=C(N=CN2)SC2=C1CCN(C2)C(=O)OC(C)(C)C)C